CO/C(/O[Si](C)(C)C)=C/O[Si](C(C)(C)C)(C)C (Z)-4-methoxy-2,2,7,7,8,8-hexamethyl-3,6-dioxa-2,7-disila-non-4-ene